(3-acrylamido-2-hydroxypropoxy)propylbis(trimethylsiloxy)methylsilane C(C=C)(=O)NCC(COCCC[SiH2]C(O[Si](C)(C)C)O[Si](C)(C)C)O